(((2R,4S)-1-acetyl-4-(4-(difluoromethoxy)-3-isopropoxyphenyl)pyrrolidin-2-yl)methyl)-N5-ethyl-N5-methylpyridine-2,5-dicarboxamide C(C)(=O)N1[C@H](C[C@H](C1)C1=CC(=C(C=C1)OC(F)F)OC(C)C)CC=1C(=NC=C(C1)C(=O)N(C)CC)C(=O)N